4-(4-propyl-cyclohexyl)benzene C(CC)C1CCC(CC1)C1=CC=CC=C1